5-methyl-1,5-diazabicyclo[4.3.0]-5-nonanium C[NH+]1CCCN2CCCC12